ClC=1C(=CC(=C(C(=O)NC2=CC(=C(C=C2)F)OC[C@H]2OC2)C1)OC1=C(C=C(C=C1)F)C)C(F)(F)F (S)-5-chloro-2-(4-fluoro-2-methylphenoxy)-N-(4-fluoro-3-(oxiran-2-ylmethoxy)phenyl)-4-(trifluoromethyl)benzamide